C(CCC)[C@]1(N(S(C2=C(N(C1)C1=CC=CC=C1)C=C(C(=C2)CSCC(=O)O)SC)(=O)=O)C)CC (R)-2-(((3-butyl-3-ethyl-2-methyl-7-(methylthio)-1,1-dioxido-5-phenyl-2,3,4,5-tetrahydro-1,2,5-benzothiadiazepin-8-yl)methyl)thio)acetic acid